diphenyliodonium perfluoronormal octanesulfonate FC(C(C(C(C(C(C(C(F)(F)F)(F)F)(F)F)(F)F)(F)F)(F)F)(F)F)(S(=O)(=O)[O-])F.C1(=CC=CC=C1)[I+]C1=CC=CC=C1